CN(CC(O)C1=CC=C(C=C1)C1=C(C=C(C#N)C=C1)OC1=NC(=NC(=C1)C1=CC=CC=C1)C)C 4-[4-[2-(dimethylamino)-1-hydroxyethyl]phenyl]-3-(2-methyl-6-phenylpyrimidin-4-yl)oxybenzonitrile